NCCNCCC[SiH2]C(OC)OC N-(2-aminoethyl)-3-aminopropyl-dimethoxymethylsilane